(quinolyl)diisobutylbenzene N1=C(C=CC2=CC=CC=C12)C=1C(=C(C=CC1)CC(C)C)CC(C)C